methyl 2-(5-bromo-4-methylpyridin-3-yl)-7-chlorobenzo[d]oxazole-5-carboxylate BrC=1C(=C(C=NC1)C=1OC2=C(N1)C=C(C=C2Cl)C(=O)OC)C